(S)-2-Cyano-N-ethyl-N-(2,2,2-trifluoro-1-(4-fluorophenyl)ethyl)thiazole-5-sulfonamide C(#N)C=1SC(=CN1)S(=O)(=O)N([C@H](C(F)(F)F)C1=CC=C(C=C1)F)CC